C(C)N(C1=CC=C2C=C(C(OC2=C1)=O)C(=O)NCC#C)CC 7-(diethylamino)-2-oxo-N-(prop-2-yn-1-yl)-2H-chromene-3-carboxamide